(S)-2-Amino-3-hydroxy-N-(3,4,5-trihydroxyphenethyl)propanamide N[C@H](C(=O)NCCC1=CC(=C(C(=C1)O)O)O)CO